(2R,5R)-5-(6-amino-2-fluoro-purin-9-yl)-2-(hydroxymethyl)tetrahydrofuran-3-ol NC1=C2N=CN(C2=NC(=N1)F)[C@H]1CC([C@H](O1)CO)O